1-Ethyl-3-(5-(2-fluoro-5-((7-methoxy-4-oxo-3,4-dihydrophthalazin-1-yl)methyl)phenyl)-1H-benzimidazol-2-yl)urea C(C)NC(=O)NC1=NC2=C(N1)C=CC(=C2)C2=C(C=CC(=C2)CC2=NNC(C1=CC=C(C=C21)OC)=O)F